C(CC)N(CCC1=CNC2=CC(=CC=C12)OC(CC(=O)O)=O)CCC 3-((3-(2-(dipropylamino)ethyl)-1H-indol-6-yl)oxy)-3-oxopropanoic acid